OC(C)C1=CC(=NC=C1)N1N=CC(=C1)S(=O)(=O)NC=1C(=CC=C2C=NN(C12)C)OC 1-(4-(1-HYDROXYETHYL)PYRIDIN-2-YL)-N-(6-METHOXY-1-METHYL-1H-INDAZOL-7-YL)-1H-PYRAZOLE-4-SULFONAMIDE